BrC=1N(C2=C(C(=CC=C2C1SC=1C=C(C(=O)O)C=CC1)Cl)F)C=1C=NN(C1)CCC 3-((2-bromo-6-chloro-7-fluoro-1-(1-propyl-1H-pyrazol-4-yl)-1H-indol-3-yl)thio)benzoic acid